CN1C[C@@H]2[C@H](C1)CN(C2)NC2=CC=CC(=C2)C(F)(F)F (cis-5-Methylhexahydropyrrolo[3,4-c]pyrrol-2(1H)-yl)-5-(trifluoromethyl)aniline